(2s,6r)-2,6-dimethyl-4-nitroso-morpholine C[C@H]1CN(C[C@H](O1)C)N=O